C(C)(=O)OCNC(CNC(=O)OCC1C2=CC=CC=C2C=2C=CC=CC12)=O (2-((((9H-fluoren-9-yl)methoxy)carbonyl)amino)acetamido)methyl acetate